tert-butyl (S)-6-methyl-4,6-dihydropyrrolo[3,4-c]pyrazole-5(1H)-carboxylate C[C@@H]1N(CC2=C1NN=C2)C(=O)OC(C)(C)C